C1(CCCC1)C(=O)N1CCNCC1 4-(cyclopentylcarbonyl)piperazin